[Si](C)(C)(C(C)(C)C)OC1=CC(=CC2=CC(=CC=C12)Cl)O 4-((tert-butyldimethylsilyl)oxy)-7-chloronaphthalen-2-ol